CCCC(C(=O)[O-])[NH3+] α-Amino-N-Valeric acid